C(=O)C1=CC=C2CCCN(C2=N1)C(=O)NC1=NC=C(C=C1)C(CCCC)O 7-formyl-N-(5-(1-hydroxypentyl)pyridin-2-yl)-3,4-dihydro-1,8-naphthyridine-1(2H)-carboxamide